2-bromo-4-(methyl-d3)pyridine BrC1=NC=CC(=C1)C([2H])([2H])[2H]